(methylthio)quinazolin-4(3H)-one CSC1=NC2=CC=CC=C2C(N1)=O